C(C)C=1C(=NC(=NC1)C1=NC=CC=C1)NC(C)C (5-ethyl-2-pyridin-2-yl-pyrimidin-4-yl)-isopropylamine